rac-ethyl (1R,2R)-2-(2-bromo-4-methylphenyl)cyclopropane-1-carboxylate BrC1=C(C=CC(=C1)C)[C@H]1[C@@H](C1)C(=O)OCC |r|